(S)-N-(4-((2-((5-(tert-butyl)-1-(2,2-dimethyltetrahydrofuran-3-yl)-1H-pyrazol-3-yl)amino)-1-methyl-1H-imidazo[4,5-b]pyridin-6-yl)oxy)pyridin-2-yl)acetamide C(C)(C)(C)C1=CC(=NN1[C@@H]1C(OCC1)(C)C)NC=1N(C=2C(=NC=C(C2)OC2=CC(=NC=C2)NC(C)=O)N1)C